O=C1CC2=C(C=C1)N(C([C@@]21C[C@@H](N[C@@H](C1)C=1N=NN(C1)C)C)=O)CCC1=CC=C(C=C1)OC (2'S,3R,6'S)-5-oxo-1-[(4-methoxybenzyl)methyl]-2'-methyl-6'-(1-methyltriazol-4-yl)spiro[indoline-3,4'-piperidin]-2-one